[Mg].[Ca].[N+](=O)([O-])[Si] nitro-silicon calcium magnesium